COC(C(C1=CC=CC=C1)(O)C1OC2=CC=C(C=C2C=C1)OC)=O 2-(6-methoxy-2H-chromenyl)-2-hydroxy-2-phenylacetic acid methyl ester